O1CC(CC1)N1C(NCC=2C1=NC=NC2)=O 1-tetrahydrofuran-3-yl-4H-pyrimido[4,5-d]pyrimidin-2-one